L-2,4-dihydroxy-3,3-dimethylbutanoic acid O[C@H](C(=O)O)C(CO)(C)C